nitrosotrimethylene phosphonate P1(OC(CCO1)N=O)=O